CN1N=C2C=C(C=CC2=C1C)N 2,3-Dimethyl-2H-indazole-6-amine